ClC1=C(C(=NN1C(CC)CC)C1CC1)C=O 5-CHLORO-3-CYCLOPROPYL-1-(PENTAN-3-YL)-1H-PYRAZOLE-4-CARBALDEHYDE